CC=1N=C(C2=C(N1)OC=C2C(=O)N2CCN(CC2)C=2C=NC=NC2)NC2(CC2)C methyl-N-(1-methylcyclopropyl)-5-[4-(pyrimidin-5-yl)piperazine-1-carbonyl]furo[2,3-d]pyrimidin-4-amine